6-[(E)-3-hydroxyprop-1-enyl]-4-(trifluoromethyl)-2-(2-trimethylsilylethoxymethyl)pyridazin-3-one OC/C=C/C=1C=C(C(N(N1)COCC[Si](C)(C)C)=O)C(F)(F)F